COC(=O)C=1SC(=CC1N(C(=O)N)C1=CC=C(C=C1)OC(F)F)C1CC1 5-cyclopropyl-3-(1-(4-(difluoromethoxy)phenyl)ureido)thiophene-2-carboxylic acid methyl ester